C(C=C)(=O)O.C(C=C)(=O)O.CCCCCCCCCC decane diacrylate